5-{3-[(1S)-1-{[6-(1,3-benzothiazol-6-yl)-2-methylpyrimidin-4-yl]amino}ethyl]phenyl}pyridin S1C=NC2=C1C=C(C=C2)C2=CC(=NC(=N2)C)N[C@@H](C)C=2C=C(C=CC2)C=2C=CC=NC2